N-(3-aminophenyl)-3-chlorobenzenesulfonamide NC=1C=C(C=CC1)NS(=O)(=O)C1=CC(=CC=C1)Cl